C(#N)C[C@@H]1N(CCN(C1)C=1C2=C(N=C(N1)OC[C@H]1N(CCC1)C)CN(CC2)C2=C(C(=CC=C2)C)C)C(=O)OCC2=CC=CC=C2 benzyl (S)-2-(cyanomethyl)-4-(7-(2,3-dimethylphenyl)-2-(((S)-1-methylpyrrolidin-2-yl)methoxy)-5,6,7,8-tetrahydropyrido[3,4-d]pyrimidin-4-yl)piperazine-1-carboxylate